methyl 4-(6-(but-3-en-1-yl)-7-oxo-1-tosyl-6,7-dihydro-1H-pyrrolo[2,3-c]pyridin-4-yl)-1-methyl-1H-benzo[d]imidazole-6-carboxylate C(CC=C)N1C(C2=C(C(=C1)C1=CC(=CC=3N(C=NC31)C)C(=O)OC)C=CN2S(=O)(=O)C2=CC=C(C)C=C2)=O